C(#N)C1=C(C=C(C2=C1CCO2)C=2SC=C(C2)C(C)C)NC=C(C(=O)O)C ((4-cyano-7-(4-isopropylthiophen-2-yl)-2,3-dihydrobenzofuran-5-yl)amino)methacrylic acid